6-(3-(5-Chloropyridin-3-yl)-1,2,4-oxadiazol-5-yl)-2-((2-ethylthiazol-5-yl)methyl)pyridazin ClC=1C=C(C=NC1)C1=NOC(=N1)C1=CC=CN(N1)CC1=CN=C(S1)CC